6-bromo-2-(2,6-dimethylpyridin-4-yl)-3-methyl-1H-indole BrC1=CC=C2C(=C(NC2=C1)C1=CC(=NC(=C1)C)C)C